C(#N)C=1C=CC2=C(N(C(=N2)NC(CC(C)(C)C)=O)C2(CCC2)C)C1 N-(6-cyano-1-(1-methylcyclobutyl)-1H-benzo[d]imidazol-2-yl)-3,3-dimethylbutanamide